CNC(=O)C1=NC=CC(=C1)C N,4-dimethylpyridinecarboxamide